ClC=1C=C2C(=NC=NC2=C(C1)C(F)(F)F)N([C@H](C)C=1C(=NC=CN1)C=1C=CC(N(N1)C)=O)C |r| racemic-6-[3-[1-[[6-chloro-8-(trifluoromethyl)quinazolin-4-yl]-methyl-amino]ethyl]pyrazin-2-yl]-2-methyl-pyridazin-3-one